3-(5-amino-3-iodo-pyrazolo[1,5-a]pyrimidin-2-yl)benzonitrile NC1=NC=2N(C=C1)N=C(C2I)C=2C=C(C#N)C=CC2